methyl 5-amino-2-chloro-2',4'-difluoro-[1,1'-biphenyl]-4-carboxylate NC=1C(=CC(=C(C1)C1=C(C=C(C=C1)F)F)Cl)C(=O)OC